C(CCC)C(C(=O)OCCCCCCC(OCC(COC(CCC(OC(NCCN1CCCC1)=O)CC)=O)COC(CCC(OCCCC\C=C/CC)OCCCC\C=C/CC)=O)=O)CCCCCC 12-(((4,4-bis(((Z)-oct-5-en-1-yl)oxy)butanoyl)oxy)methyl)-6-ethyl-4,9,15-trioxo-1-(pyrrolidin-1-yl)-5,10,14-trioxa-3-azahenicosan-21-yl 2-butyloctanoate